2-(pyridin-3-yl)-6-(7-oxa-2-azaspiro[3.5]nonan-2-yl)-N-(4-(trifluoromethoxy)pyridin-2-yl)pyrimidin-4-amine N1=CC(=CC=C1)C1=NC(=CC(=N1)NC1=NC=CC(=C1)OC(F)(F)F)N1CC2(C1)CCOCC2